isopropyl 6-hydroxy-8-chlorooctanoate adipate C(CCCCC(=O)O)(=O)O.OC(CCCCC(=O)OC(C)C)CCCl